amino-N-butylphthalimide NC1=C2C(C(=O)N(C2=O)CCCC)=CC=C1